2-[5-(1H-imidazol-1-ylmethyl)pyridin-3-yl]-5-fluoro-1-(2-fluoroethyl)-1H-benzo[d]imidazole-6-carbonitrile N1(C=NC=C1)CC=1C=C(C=NC1)C1=NC2=C(N1CCF)C=C(C(=C2)F)C#N